ClC(=CCl)F 1,2-dichloro-1-fluoroethylene